6-(6-methylpyridin-3-yl)-N-((R)-1-phenylethyl)-2,3,4,9-tetrahydro-1H-carbazol-1-amine CC1=CC=C(C=N1)C=1C=C2C=3CCCC(C3NC2=CC1)N[C@H](C)C1=CC=CC=C1